1-(4,4,5,5-tetramethyl-1,3,2-dioxaborolan-2-yl)dibenzo[b,d]furan-2-amine CC1(OB(OC1(C)C)C1=C(C=CC=2OC3=C(C21)C=CC=C3)N)C